N1=CC=C(C=C1)SNCCS (S)-4-pyridylthiocysteamine